(S,Z)-5-(2-Fluoro-6-methylphenyl)-3-(1-((1-(2-hydroxypropyl)-5-methyl-1H-pyrazol-3-yl)amino)ethylidene)-1H-pyrrolo[2,3-c]pyridin-2(3H)-one FC1=C(C(=CC=C1)C)C=1C=C/2C(=CN1)NC(\C2=C(\C)/NC2=NN(C(=C2)C)C[C@H](C)O)=O